C(C)(C)(C)OC(=O)N[C@@H](CC1=CC=C(C=C1)B(O)O)C(=O)O (S)-N-t-butoxycarbonyl-4-dihydroxyboryl-L-phenylalanine